C(CCCCCCC)C(C(=O)O)CCCCCCCCCCCCCC.C(CCCCCCCCCCCCCCC)(=O)OCC(CCCC)CC 2-ethylhexyl palmitate (octylpalmitate)